(1S,2S,4S)-bicyclo[2.2.1]hept-5-ene-2-carboxylic acid ethyl ester C(C)OC(=O)[C@@H]1[C@@H]2C=C[C@H](C1)C2